1-(1-(2-(2-chloroquinolin-6-yl)acetyl)piperidin-4-yl)-7-(trifluoromethyl)-1,3-dihydro-2H-benzo[d]imidazol-2-one ClC1=NC2=CC=C(C=C2C=C1)CC(=O)N1CCC(CC1)N1C(NC2=C1C(=CC=C2)C(F)(F)F)=O